tert-butyl-dichloromethane C(C)(C)(C)C(Cl)Cl